(S)-2-amino-3-methyl-butyric acid (2R,3R,11R)-3-isobutyl-9,10-dimethoxy-1,3,4,6,7,11b-hexahydro-2H-pyrido[2,1-a]isoquinolin-2-yl ester C(C(C)C)[C@H]1[C@@H](CC2N(CCC3=CC(=C(C=C23)OC)OC)C1)OC([C@H](C(C)C)N)=O